C(#N)C1=CC(=C(C=C1)NS(=O)(=O)C1=CNC=C1CC1=CC(=CC=C1)OC)F N-(4-cyano-2-fluoro-phenyl)-4-[(3-methoxyphenyl)methyl]-1H-pyrrole-3-sulfonamide